C(#N)NC(C1=C(C=CC=C1)N1N=CC(=C1)C1=CN(C(C=C1C=1C=NC(=CC1)OC)=O)C)=O N-cyano-2-(4-(6-methoxy-1'-methyl-6'-oxo-1',6'-dihydro-[3,4'-bipyridin]-3'-yl)-1H-pyrazol-1-yl)benzamide